C1(CC1)NCC(COC1=C(C=C(CC(C(=O)N)CCCCCCC)C=C1)OC)O (4-(3-(cyclopropylamino)-2-hydroxypropoxy)-3-methoxybenzyl)nonanamide